Cl.Cl.NC(C1=CC=CC=C1)N Diaminophenylmethane dihydrochloride